N-(5-(2-(3-methoxy-3-methylazetidin-1-yl)acetamido)-2-methylpyridin-3-yl)-2-(2-methoxypyridin-3-yl)pyrazolo[5,1-b]thiazole-7-carboxamide COC1(CN(C1)CC(=O)NC=1C=C(C(=NC1)C)NC(=O)C=1C=NN2C1SC(=C2)C=2C(=NC=CC2)OC)C